FC(C(C(F)(F)F)(O)C1=C(C=CC(=C1)C=O)C1=CC=CC=C1)(F)F (1,1,1,3,3,3-hexafluoro-2-hydroxypropan-2-yl)-[1,1'-biphenyl]-4-carbaldehyde